4-((S)-4-(2-fluoropropoyl)-2-methylpiperazin-1-yl)-6-fluoro-2-(((S)-1-methylpyrrolidin-2-yl)methoxy)pyridin FC(C(=O)N1C[C@@H](N(CC1)C1=CC(=NC(=C1)F)OC[C@H]1N(CCC1)C)C)C